(2-(4-cyclobutyl-2-methoxyphenyl)-1,6-naphthyridin-7-yl)methylamine hydrochloride Cl.C1(CCC1)C1=CC(=C(C=C1)C1=NC2=CC(=NC=C2C=C1)CN)OC